4-(2-cyanophenyl)sulfanyl-6-[1-(4-hydroxy-4-methyl-cyclohexyl)-5-methyl-pyrazol-4-yl]pyrazolo[1,5-a]pyridine-3-carbonitrile C(#N)C1=C(C=CC=C1)SC=1C=2N(C=C(C1)C=1C=NN(C1C)C1CCC(CC1)(C)O)N=CC2C#N